[Ca+2].I(=O)(=O)(=O)[O-].I(=O)(=O)(=O)[O-].[Ag+] silver diperiodate calcium salt